FC(COC1=NC=CC(=N1)C1=CC=2C=NC(=CC2N1)NC(=O)C1CC1)(F)F N-(2-(2-(2,2,2-trifluoroethoxy)pyrimidin-4-yl)-1H-pyrrolo[3,2-c]pyridin-6-yl)cyclopropanecarboxamide